S(N)[O-] sulfenamate